3-(4'-((5-cyclopropyl-3-(2,6-dichlorophenyl)isoxazol-4-yl)methoxy)-[1,1'-biphenyl]-4-yl)propionic acid C1(CC1)C1=C(C(=NO1)C1=C(C=CC=C1Cl)Cl)COC1=CC=C(C=C1)C1=CC=C(C=C1)CCC(=O)O